methanephosphonic acid CP(O)(=O)O